N12CCN(C(CC1)CC2)C(=O)N2N=C(C1=C2[C@@H]2[C@H](C1)C2)C=2C=NC(=C(C2)Cl)OC (1,4-diazabicyclo[3.2.2]nonan-4-yl)((4aS,5aS)-3-(5-chloro-6-methoxypyridin-3-yl)-4,4a,5,5a-tetrahydro-1H-cyclopropa[4,5]cyclopenta[1,2-c]pyrazol-1-yl)methanone